8-chloro-4-oxo-2-[2-[2-(sulfamylamino)ethoxy]-4-(trifluoromethyl)phenyl]Chromene ClC=1C=CC=C2C(C=C(OC12)C1=C(C=C(C=C1)C(F)(F)F)OCCNS(N)(=O)=O)=O